C(C)(C)(C)N1N=C(C(=C1C1=CC=C(C=C1)NS(=O)(=O)CC)C(=O)N)NC1=CC(=NC=C1)OCCOC 1-(tert-butyl)-5-(4-(ethylsulfonamido)phenyl)-3-((2-(2-methoxyethoxy)pyridin-4-yl)amino)-1H-pyrazole-4-carboxamide